COC1=CC=C(C=C1)C(CCC(=O)N(C)C)=O 4-(4-Methoxyphenyl)-N,N-dimethyl-4-oxobutanamide